(E)-1-(4-Hydroxyphenyl)-3-[4-(4-methoxyphenoxy)-3-nitrophenyl]prop-2-en-1-one OC1=CC=C(C=C1)C(\C=C\C1=CC(=C(C=C1)OC1=CC=C(C=C1)OC)[N+](=O)[O-])=O